NCC1=CC(=CC(=C1)CN)CN 1,3,5-tri(aminomethyl)benzene